(E)-6-((2-(aminomethyl)-3-fluoroallyl)oxy)-N-(2-phenylpropan-2-yl)benzo[d]oxazol-2-amine 4-methylbenzenesulfonate CC1=CC=C(C=C1)S(=O)(=O)O.NC/C(/COC1=CC2=C(N=C(O2)NC(C)(C)C2=CC=CC=C2)C=C1)=C\F